3-((tert-butyldiphenylsilyl)oxy)-N-methylpyrrolidine-1-carboxamide [Si](C1=CC=CC=C1)(C1=CC=CC=C1)(C(C)(C)C)OC1CN(CC1)C(=O)NC